2-(4-((3r,5r,7r)-adamantan-1-yl)phenoxy)-1-(4-methylpiperazin-1-yl)ethan-1-one C12(CC3CC(CC(C1)C3)C2)C2=CC=C(OCC(=O)N3CCN(CC3)C)C=C2